5-cyclopentyl-2-(2-[(4-methyl-4H-1,2,4-triazol-3-yl)sulfanyl]-5-nitrobenzamido)pyridine-4-carboxamide C1(CCCC1)C=1C(=CC(=NC1)NC(C1=C(C=CC(=C1)[N+](=O)[O-])SC1=NN=CN1C)=O)C(=O)N